diethyl-4-oxo-1,4-dihydropyridine-2,5-dicarboxylate C(C)OC(=O)C=1NC=C(C(C1)=O)C(=O)OCC